FC1(CC(C1)N1C(C=CC(=C1)C1C=C(CCO1)B1OC(C(O1)(C)C)(C)C)=O)F 1-(3,3-difluorocyclobutyl)-5-[4-(4,4,5,5-tetramethyl-1,3,2-dioxaborolan-2-yl)-3,6-dihydro-2H-pyran-6-yl]pyridin-2-one